O1NCC2=C1C=CC=N2 pyridoisoxazolidine